Ethyl 10-methyl-2,7-bis(trifluoromethyl)phenanthrene-9-carboxylate CC1=C(C2=CC(=CC=C2C=2C=CC(=CC12)C(F)(F)F)C(F)(F)F)C(=O)OCC